C(C)(=O)C1=CN(C2=CC=C(C=C12)C=1C=NC(=NC1)C1CC1)CC(=O)N1[C@@H](C[C@H](C1)F)C(=O)NC1=NC(=CC=C1)Br (2S,4R)-1-(2-(3-acetyl-5-(2-cyclopropyl-pyrimidin-5-yl)-1H-indol-1-yl)acetyl)-N-(6-bromopyridin-2-yl)-4-fluoropyrrolidine-2-carboxamide